CN1C(=C2C(=C1)C(CC2)NC(OCC2=NN(C=N2)C)=O)C(NC2=CC(=NC=C2)C(F)(F)F)=O (1-methyl-1H-1,2,4-triazol-3-yl)methyl (2-methyl-1-((2-(trifluoromethyl)pyridin-4-yl)carbamoyl)-2,4,5,6-tetrahydrocyclopenta[c]pyrrol-4-yl)carbamate